10-(5-(tributylstannyl)thiophen-2-yl)-10H-phenothiazine C(CCC)[Sn](C1=CC=C(S1)N1C2=CC=CC=C2SC=2C=CC=CC12)(CCCC)CCCC